benzyl 6',7'-dihydrospiro[piperidine-4,4'-pyrano[4,3-d]thiazole]-1-carboxylate N1=CSC2=C1CCOC21CCN(CC1)C(=O)OCC1=CC=CC=C1